FC1=C(O[C@@H]2C[C@@]3([C@@H](CN(C3)C[C@@H](O)C3=CC4=C(NC(OC4)=O)C=C3)C2)O)C=CC=C1 6-((S)-2-((3aS,5S,6aR)-5-(2-fluorophenoxy)-3a-hydroxyhexahydrocyclopenta[c]pyrrol-2(1H)-yl)-1-hydroxyethyl)-1,4-dihydro-2H-benzo[d][1,3]oxazin-2-one